The molecule is a branched tetrasaccharide derivative consisting of an alpha-D-mannosyl residue glycosidically linked to a 5-aminopentyl group and which carries at O-2 an alpha-D-mannosyl-(1->2)-alpha-D-mannosyl disaccharide unit and at O-4 a beta-D-galactosyl residue. It is a tetrasaccharide derivative and a glycoside. C(CCN)CCO[C@@H]1[C@H]([C@H]([C@@H]([C@H](O1)CO)O[C@H]2[C@@H]([C@H]([C@H]([C@H](O2)CO)O)O)O)O)O[C@@H]3[C@H]([C@H]([C@@H]([C@H](O3)CO)O)O)O[C@@H]4[C@H]([C@H]([C@@H]([C@H](O4)CO)O)O)O